CN1CCN(CCC1)C1=NC=2N3C4=CC=CC=C4NC3=C(C(C2C=N1)=O)C(=O)O 4-(4-Methyl-1,4-diazepan-1-yl)-8-oxo-1,3,5,11-tetraazatetracyclo-[8.7.0.02,7.012,17]heptadeca-2(7),3,5,9,12,14,16-heptaene-9-carboxylic acid